COC(CC)=O propanoic acid (S)-methyl ester